Cl.FC=CCN 3-fluoro-prop-2-en-1-ylamine hydrochloride